4-(4-(piperazin-1-ylmethyl)phenylamino)-2-(piperidin-1-yl)pyrimido[4,5-d]pyridazin-5(6H)-one hydrochloride Cl.N1(CCNCC1)CC1=CC=C(C=C1)NC1=NC(=NC=2C=NNC(C21)=O)N2CCCCC2